C(#N)C=1C=C(C=CC1F)NC(=O)N1CC=2C(=NN3C2C=2C(CC(C3)=C)=CON2)CC1 N-(3-Cyano-4-fluorophenyl)-5-methylene-5,6,9,10-tetrahydro-4H-isoxazolo[3,4-c]pyrido[4',3':3,4]pyrazolo[1,5-a]azepine-11(12H)-carboxamide